S1(C2=C(O[C@]3(CN1)COCC3)N=CC=C2)(=O)=O (R)-2',3',4,5-Tetrahydro-2H-spiro[furan-3,4'-pyrido[2,3-b][1,4,5]oxathiazepine] 1',1'-dioxide